Ethyl 2-bromo-3-(3-fluoropyridin-4-yl)-3-oxopropanoate BrC(C(=O)OCC)C(=O)C1=C(C=NC=C1)F